N-[4-(2-oxo-6-{4-[4-(propan-2-yl)piperazin-1-yl]phenyl}-1,2-dihydroquinolin-3-yl)phenyl]amine O=C1NC2=CC=C(C=C2C=C1C1=CC=C(C=C1)N)C1=CC=C(C=C1)N1CCN(CC1)C(C)C